N-(6-METHOXY-1-METHYL-1H-PYRAZOLO[4,3-C]PYRIDIN-7-YL)-6-(5-(TRIFLUOROMETHYL)-1H-PYRAZOL-1-YL)PYRIDINE-3-SULFONAMIDE COC1=C(C2=C(C=N1)C=NN2C)NS(=O)(=O)C=2C=NC(=CC2)N2N=CC=C2C(F)(F)F